CN1C(=NC=C1[N+](=O)[O-])\C=C/1\C(N=C(S1)N(C)C)=O (5Z)-5-[(1-methyl-5-nitro-1H-imidazol-2-yl)methylene]-2-(dimethylamino)-4(5H)thiazolone